N[C@@H]1C2=CC=CC=C2CC12CCN(CC2)C=2NC(C1=C(N2)NN=C1C(=C)C=1SC=C(N1)C(=O)N)=O (S)-2-(1-(6-(1-amino-1,3-dihydro-spiro[indene-2,4'-piperidine]-1'-yl)-4-oxo-4,5-dihydro-1H-pyrazolo[3,4-d]pyrimidin-3-yl)vinyl)thiazole-4-carboxamide